N-[4-[8-amino-5-methyl-3-(trideuteriomethyl)imidazo[1,5-a]pyrazin-1-yl]-2,3-difluoro-phenyl]-2-(3-chloro-phenyl)-2-hydroxy-acetamide NC=1C=2N(C(=CN1)C)C(=NC2C2=C(C(=C(C=C2)NC(C(O)C2=CC(=CC=C2)Cl)=O)F)F)C([2H])([2H])[2H]